(1,3-dimethylpyrrolidin-3-yl)((S)-6-fluoro-3-methyl-8-(5-(trifluoromethyl)-1,2,4-oxadiazol-3-yl)-2,3-dihydrobenzo[f][1,4]oxazepin-4(5H)-yl)methanone CN1CC(CC1)(C)C(=O)N1[C@H](COC2=C(C1)C(=CC(=C2)C2=NOC(=N2)C(F)(F)F)F)C